R-9H-carbazole-3-formaldehyde C1=CC(=CC=2C3=CC=CC=C3NC12)C=O